2-amino-5-(4-(2-(3,5-difluorophenyl)-2-hydroxyacetamido)-2-ethylphenyl)-N-isopropylnicotinamide NC1=C(C(=O)NC(C)C)C=C(C=N1)C1=C(C=C(C=C1)NC(C(O)C1=CC(=CC(=C1)F)F)=O)CC